(3-tert-Butyl-5-methoxycarbonylphenyl)boronic acid C(C)(C)(C)C=1C=C(C=C(C1)C(=O)OC)B(O)O